1-(1H-1,2,3,4-tetrazol-5-yl)ethan-1-one N1N=NN=C1C(C)=O